4,4',4''-((benzene-1,3,5-tricarbonyl)tris(azanediyl))tris(3-hydroxybenzoic acid) C1(=CC(=CC(=C1)C(=O)NC1=C(C=C(C(=O)O)C=C1)O)C(=O)NC1=C(C=C(C(=O)O)C=C1)O)C(=O)NC1=C(C=C(C(=O)O)C=C1)O